3-[3-Methyl-2-oxo-5-[3-[2-(4-piperidyloxy)ethoxy]propyl]benzimidazol-1-yl]piperidine-2,6-dione CN1C(N(C2=C1C=C(C=C2)CCCOCCOC2CCNCC2)C2C(NC(CC2)=O)=O)=O